FC1(C=2N(C[C@H](CC1)CNC(=O)OC)N=C1C2CN([C@@H](C1)C)C(=O)OC(C)(C)C)F |o1:5| (3R,8R*)-tert-Butyl 11,11-difluoro-8-(((methoxycarbonyl)amino) methyl)-3-methyl-3,4,8,9,10,11-hexahydro-1H-pyrido[4',3':3,4]pyrazolo[1,5-a]azepine-2(7H)-carboxylate